ClC=1C=C(C(=C(C#N)C1)F)OC1=C(N=CN(C1=O)CC=1C(NC(=CC1)[C@H](C)O)=O)C(C(F)F)(F)F |o1:25| (S) or (R)-5-chloro-2-fluoro-3-((1-((6-(1-hydroxyethyl)-2-oxo-1,2-dihydropyridin-3-yl)methyl)-6-oxo-4-(1,1,2,2-tetrafluoroethyl)-1,6-dihydropyrimidin-5-yl)oxy)benzonitrile